ClC1=C(C(=O)N(C)C)C=CC(=C1)C=1SC(=NN1)C=1CCN(CC1)S(=O)(=O)C1=C(C=CC=C1)Cl 2-chloro-4-(5-(1-(2-chlorophenylsulfonyl)-1,2,3,6-tetrahydropyridin-4-yl)-1,3,4-thiadiazol-2-yl)-N,N-dimethylbenzamide